N1C(=NC2=C1C=CC=C2)NC(=O)C2=CC=C(CN1CCN(CC1)C(=O)OC(C)(C)C)C=C2 Tert-Butyl 4-(4-((1H-benzo[d]imidazol-2-yl)carbamoyl)benzyl)piperazine-1-carboxylate